3-((2-(pyrrolidin-1-yl)pyrimidin-4-yl)oxy)pyrrolidin N1(CCCC1)C1=NC=CC(=N1)OC1CNCC1